ClC=1C=CC(=NC1)C1CN(CC1)C(=O)C1=CC(=NN1)C1=CN=NC=C1 [3-(5-chloro-2-pyridyl)pyrrolidin-1-yl]-(3-pyridazin-4-yl-1H-pyrazol-5-yl)methanone